methyl 2-[(6-bromo-3-morpholinosulfonyl-4-quinolyl)amino]benzoate BrC=1C=C2C(=C(C=NC2=CC1)S(=O)(=O)N1CCOCC1)NC1=C(C(=O)OC)C=CC=C1